C(=C)C1=C2CNCC2=CC=C1 4-vinylisoindoline